C(\C=C\CCCCCCCC)(=O)OCC (E)-ethyl 2-undecenoate